ClC1=CC=C2C(NC(N(C2=C1)C1=CC(=CS1)C(=O)OC)=O)=O methyl 5-(7-chloro-2,4-dioxo-3,4-dihydroquinazolin-1(2H)-yl)thiophene-3-carboxylate